NC1=C(C(=NO1)C1CCN(CC1)C(=O)C1=CC(=C(C=C1)C(F)(F)F)Cl)Cl (4-(5-amino-4-chloroisoxazol-3-yl)piperidin-1-yl)(3-chloro-4-(trifluoromethyl)phenyl)methanone